C(C1=CC=CC=C1)C1=NC(=NN1)C(=O)N[C@@H]1C(N(C2=C(OC1)C=CC(=C2)Br)C)=O (S)-5-benzyl-N-(7-bromo-5-methyl-4-oxo-2,3,4,5-tetrahydrobenzo[b][1,4]oxazepin-3-yl)-1H-1,2,4-triazole-3-carboxamide